Benzyl 3-(2-chloronicotinamido)-2-fluorobenzoate ClC1=C(C(=O)NC=2C(=C(C(=O)OCC3=CC=CC=C3)C=CC2)F)C=CC=N1